N-bishydroxyethylcinnamamide OC(CNC(C=CC1=CC=CC=C1)=O)O